(S)-6-(1-(5-(3,5-Dimethyl-1H-1,2,4-triazol-1-yl)-7-((2-methyl-1H-imidazol-1-yl)methyl)-1-oxo-3,4-dihydroisoquinolin-2(1H)-yl)ethyl)-4-ethoxynicotinonitrile CC1=NN(C(=N1)C)C1=C2CCN(C(C2=CC(=C1)CN1C(=NC=C1)C)=O)[C@@H](C)C1=NC=C(C#N)C(=C1)OCC